C[Sn](C)(C)C TETRAMETHYL-TIN